FC1(C=CC=CC1(C=C)F)C=C 4,5-difluoro-4,5-divinylbenzene